ClC1=CC2=C(N(C=N2)C)C(=C1F)C(=O)[O-] 5-chloro-6-fluoro-1-methyl-1H-benzimidazole-7-carboxylate